NC=1C(=C2C(=NC1C(=O)N)N(C=C2C=2N=NNC2)C)C2=C(C(=CC=C2)O)C (M)-5-amino-4-(3-hydroxy-2-methyl-phenyl)-1-methyl-3-(1H-triazol-4-yl)pyrrolo[2,3-b]pyridine-6-carboxamide